C1(=CC(=CC=C1)C1=NN=CO1)C 5-(m-tolyl)-1,3,4-oxadiazole